ClC1=C(C=C(C=C1)C(F)(F)F)NS(=O)(=O)C1=CC=CC=C1 N-(2-chloro-5-(trifluoromethyl)phenyl)phenylsulfonamide